COC1=CC=C(C=N1)CN1C(C2=CC=CC=C2C1)=O 2-[(6-methoxypyridin-3-yl)methyl]-2,3-dihydro-1H-isoindol-1-one